NC1(CN(C1)C1=NC(=C(C(=N1)C(=O)N)C1=C(C(=CC=C1)Cl)Cl)C)CO 2-(3-Amino-3-hydroxymethyl-azetidin-1-yl)-5-(2,3-dichloro-phenyl)-6-methyl-pyrimidine-4-carboxylic acid amide